[N+](=O)([O-])C=1C=NC=2C3CCC(C2C1)CC3 3-nitro-5,6,7,8-tetrahydro-5,8-ethanoquinoline